C[C@H]1CN(CCN1C1=CC2=C(N=CN=C2NC2=CC(=C(C=C2)OC2=CC3=C(N(C=N3)C)C=C2)C)C=N1)C(=O)OC(C)(C)C tertbutyl (3S)-3-methyl-4-[4-({3-methyl-4-[(1-methyl-1,3-benzodiazol-5-yl)oxy]phenyl}amino)pyrido[3,4-d]pyrimidin-6-yl]piperazine-1-carboxylate